trans-cyclohexanediamine C1(CCCCC1)(N)N